C(C)(C)(C)OC(=O)N1CCN(CC1)C(=O)C12CC3(CC(CC(C1)C3)C2)C2=CC=CC=C2 (4-tert-butoxycarbonylpiperazin-1-yl)(3-phenyladamantan-1-yl)methanone